COC(=O)C=1C=CC(=NC1)OC1=CC=C(C2=C1N=C(O2)N2CC1N(C(C2)C1)C(=O)OC(C)(C)C)C=1SC=CN1 tert-Butyl 3-(4-((5-(methoxycarbonyl)pyridin-2-yl)oxy)-7-(thiazol-2-yl)benzo[d]oxazol-2-yl)-3,6-diazabicyclo[3.1.1]heptane-6-carboxylate